C1(CCC1)N(C=1C=C(C(=O)OCC)C=CC1C(NS(N(C)C)(=O)=O)=O)C ethyl 3-(cyclobutyl(methyl)amino)-4-((N,N-dimethylsulfamoyl)carbamoyl)benzoate